C(C)N1N=CC(=C1)CN1C2CN(CC1C2)C2=CC=C(C=N2)C=2C=1N(C=C(C2)OCC(C)(C)O)N=CC1C#N 4-(6-(6-((1-ethyl-1H-pyrazol-4-yl)methyl)-3,6-diazabicyclo[3.1.1]heptan-3-yl)pyridin-3-yl)-6-(2-hydroxy-2-methylpropoxy)pyrazolo[1,5-a]pyridine-3-carbonitrile